6-ethyl-5-(7-fluoro-2-morpholinoquinolin-8-yl)pyridin-2-amine C(C)C1=C(C=CC(=N1)N)C=1C(=CC=C2C=CC(=NC12)N1CCOCC1)F